(2R,4S)-N-[1-[8-chloro-6-(trifluoromethyl)-[1,2,4]triazolo[4,3-a]pyridin-3-yl]ethyl]-1-[(2R)-2-(4-cyclopropyltriazol-1-yl)-3,3-dimethyl-butanoyl]-4-hydroxy-pyrrolidine-2-carboxamide ClC=1C=2N(C=C(C1)C(F)(F)F)C(=NN2)C(C)NC(=O)[C@@H]2N(C[C@H](C2)O)C([C@@H](C(C)(C)C)N2N=NC(=C2)C2CC2)=O